NC1=CC(=C(C=C1F)O)F 4-amino-2,5-difluoro-phenol